2-(4-cyclopropyl-6-methoxypyrimidin-5-yl)-5-methyl-7-(4-(1-(1-methylazetidin-3-yl)-4-(trifluoromethyl)-1H-imidazol-2-yl)benzyl)-5H-pyrrolo[3,2-d]pyrimidine C1(CC1)C1=NC=NC(=C1C=1N=CC2=C(N1)C(=CN2C)CC2=CC=C(C=C2)C=2N(C=C(N2)C(F)(F)F)C2CN(C2)C)OC